tert-Butyl 4-(benzo[b]thiophen-7-yl)piperazine-1-carboxylate S1C2=C(C=C1)C=CC=C2N2CCN(CC2)C(=O)OC(C)(C)C